C(C)(C)(C)OC(=O)N1C[C@@H]2COC3=C(CN2CC1)C(=CC(=C3Cl)C3=C(C=CC=C3OC)F)N3C=NC=C3 (12AR)-10-chloro-9-(2-fluoro-6-methoxyphenyl)-7-(1H-imidazol-1-yl)-3,4,12,12a-tetrahydro-6H-pyrazino[2,1-c][1,4]benzoxazepine-2(1H)-carboxylic acid tert-butyl ester